2-thiophenmethanol S1C(=CC=C1)CO